C(C)(=O)NC1=NC=CC(=C1)C1=C(N=C(N1COCC[Si](C)(C)C)SC)C1=C(C=CC=C1)NC(=O)C=1C=2C=CNC2C=CC1 N-(2-(5-(2-acetamidopyridin-4-yl)-2-(methylthio)-1-((2-(trimethylsilyl)ethoxy)methyl)-1H-imidazol-4-yl)phenyl)-1H-indole-4-carboxamide